Cl.FC1=C(C(=O)NC2=NC(=CC=C2)C(=O)C2CCN(CC2)C)C(=CC(=C1)F)F 2,4,6-trifluoro-N-(6-(1-methylpiperidine-4-carbonyl)pyridin-2-yl)benzamide hydrochloride